ClC=1C=C2C=NC(=NC2=CC1C1CCN(CC1)C1COC1)NC=1C=NN(C1Cl)CC(C)(C)OC 6-chloro-N-[5-chloro-1-(2-methoxy-2-methylpropyl)-1H-pyrazol-4-yl]-7-[1-(oxetan-3-yl)piperidin-4-yl]quinazolin-2-amine